C(CC)N([C@@H]1CC=2C=CC=C(C2CC1)N(CC(=O)[O-])C(CCCCCCCCCCCCCCC(=O)NC)=O)CCC=1SC=CC1 (S)-6-(propyl(2-(thiophen-2-yl)ethyl)amino)-5,6,7,8-tetrahydronaphthalen-1-yl(16-(methylamino)-16-Oxopalmitoyl)glycinate